The molecule is an organic cation obtained by protonation of the exocyclic amino group of 5-aminomethyl-2-thiouridine. It is an ammonium ion derivative and an organic cation. It is a conjugate acid of a 5-aminomethyl-2-thiouridine. C1=C(C(=O)NC(=S)N1[C@H]2[C@@H]([C@@H]([C@H](O2)CO)O)O)C[NH3+]